OC1CCC(C1)C(=O)N 4-hydroxycyclopentane-1-carboxamide